CN1CCOC=2C=3C1=NC=NC3C=CC2 4-methyl-5,6-dihydro-4H-[1,4]oxazepino[5,6,7-de]quinazoline